4-(3-((4-Chloro-6-methoxypyrido[3,2-d]pyrimidin-7-yl)oxy)propyl)morpholine ClC=1C2=C(N=CN1)C=C(C(=N2)OC)OCCCN2CCOCC2